FC=1C=C(C#N)C=C(C1)O[C@H](CO)CCCCCCCCCCCCCCCCCC (S)-3-fluoro-5-((1-hydroxyicosan-2-yl)oxy)benzonitrile